amino-5-nitrosalicylic acid NOC=1C(C(=O)O)=CC(=CC1)[N+](=O)[O-]